N-((5-cyclopropylpyridin-2-yl)-methyl)cyclopropanamine C1(CC1)C=1C=CC(=NC1)CNC1CC1